(2-hydroxyethyl)-4-(3-(6-phenylimidazo[1,5-a]pyridin-5-yl)ureido)benzamide OCCC1=C(C(=O)N)C=CC(=C1)NC(=O)NC1=C(C=CC=2N1C=NC2)C2=CC=CC=C2